OCC#CC1CCN(CC1)C(=O)[O-] 4-(3-hydroxyprop-1-ynyl)piperidine-1-carboxylate